(4-(2-Azidoethoxy)-5-methoxy-2-nitrophenyl)methanol N(=[N+]=[N-])CCOC1=CC(=C(C=C1OC)CO)[N+](=O)[O-]